CC1(CNC1)C(=O)N1OCC[C@H]1C1=CC=CC=C1 (3S)-2-(3-methylazetidine-3-carbonyl)-3-phenyl-1,2-oxazolidine